C12NCC(CC1O)C2 2-azabicyclo[2.2.1]heptan-6-ol